C(C)(C)(C)OC(N(CC(=O)NC)C)=O Methyl-(2-(methylamino)-2-oxoethyl)carbamic acid tert-butyl ester